N-(3-((2-((tert-butyldimethylsilyl)oxy)ethyl)amino)-4-fluorobenzyl)-6'-fluoro-1'-methyl-4'-oxo-3',4'-dihydro-1'H-spiro[piperidine-4,2'-quinoline]-1-carboxamide [Si](C)(C)(C(C)(C)C)OCCNC=1C=C(CNC(=O)N2CCC3(N(C4=CC=C(C=C4C(C3)=O)F)C)CC2)C=CC1F